C(C)(C)(C)OC(=O)NCC=1C=C(C(=O)N[C@H](C(=O)NCCC(=O)O)CCCCNC(C2=CC(=CC(=C2)CNC(=O)OC(C)(C)C)CNC(=O)OC(C)(C)C)=O)C=C(C1)CNC(=O)OC(C)(C)C (S)-3-(2,6-bis(3,5-bis(((tert-butoxycarbonyl)amino)methyl)benzamido)hexanamido)propanoic acid